5-methylamino-3-phenyl-1-(4-vinylbenzyl)-1H-1,2,4-triazole CNC1=NC(=NN1CC1=CC=C(C=C1)C=C)C1=CC=CC=C1